1-(piperidin-4-yl)pyrrolidine-2-carboxamide N1CCC(CC1)N1C(CCC1)C(=O)N